FC(C(=O)O)(F)F.FC(C(=O)O)(F)F.BrC1=C2C(=CN=C1)NC(=C2)CNC([C@H](C)NC(=O)[C@@H]2NC[C@H](C2)C2=CC=CC=C2)=O (2R,4R)-N-((S)-1-(((4-Bromo-1H-pyrrolo[2,3-c]pyridin-2-yl)methyl)amino)-1-oxopropan-2-yl)-4-phenylpyrrolidine-2-carboxamide Di-trifluoroacetate salt